α-D-Glucopyranosyl-(1→2)-α-D-glucopyranosyl-(1→2)-α-D-glucopyranosyl-(1→2)-D-glucopyranose [C@H]1([C@H](O)[C@@H](O)[C@H](O)[C@H](O1)CO)O[C@H]1[C@H](O[C@@H]([C@H]([C@@H]1O)O)CO)O[C@H]1[C@H](O[C@@H]([C@H]([C@@H]1O)O)CO)O[C@H]1C(O)O[C@@H]([C@H]([C@@H]1O)O)CO